2,6-DImethyl-3-(1-(4-phenethyl-4-(pyridin-2-yl)piperidin-1-yl)ethyl)pyridine CC1=NC(=CC=C1C(C)N1CCC(CC1)(C1=NC=CC=C1)CCC1=CC=CC=C1)C